methylammonium [tetrakis(pentafluorophenyl)borate] FC1=C(C(=C(C(=C1[B-](C1=C(C(=C(C(=C1F)F)F)F)F)(C1=C(C(=C(C(=C1F)F)F)F)F)C1=C(C(=C(C(=C1F)F)F)F)F)F)F)F)F.C[NH3+]